C1(=CC=CC=C1)S(=O)(=O)OC1=C(C=CC=2CC3N(CC12)CCC=1C=C(C=CC13)OCC1=CC=CC=C1)OC 10-Methoxy-3-(phenylmethoxy)-5,6,7,8,13,13a-hexahydroisoquinolino[2,1-b]isoquinolin-9-yl benzenesulfonate